N-(2-((3,4-difluorophenyl)amino)pyrimidin-4-yl)-N-(4-fluorophenyl)cyclopropane-1,1-dicarboxamide FC=1C=C(C=CC1F)NC1=NC=CC(=N1)N(C(=O)C1(CC1)C(=O)N)C1=CC=C(C=C1)F